F[C@H]1C[C@H](N(C1)C(CN1CCC(CC1)N(C=1C=NC2=CC=CC=C2C1)C)=O)C#N (2S,4S)-4-fluoro-1-[2-[4-[methyl-(3-quinolinyl)amino]-1-piperidinyl]acetyl]pyrrolidine-2-carbonitrile